FC1=CC=C2C=C(N(C2=C1)C(=O)OC(C)(C)C)C=1C=NC(=CC1F)N1CCOCC1 tert-Butyl 6-fluoro-2-(4-fluoro-6-morpholinopyridin-3-yl)-1H-indole-1-carboxylate